ClC1=CC=C(C[C@H]2CO[C@H](CN2C2CCC(CC2)C2=NN(C(=C2)C)CC)C(=O)NCC)C=C1 (2R,5S)-5-(4-Chlorobenzyl)-N-ethyl-4-(4-(1-ethyl-5-methyl-1H-pyrazol-3-yl)cyclohexyl)morpholin-2-carboxamid